FC1=CC=C(C=C1)C1=NC(=CC=2N=C(N(C(C21)=O)C)C)N2C[C@@H](OCC2)C=2C=NN(C2)C (S)-5-(4-fluorophenyl)-2,3-dimethyl-7-(2-(1-methyl-1H-pyrazol-4-yl)morpholino)pyrido[4,3-d]pyrimidin-4(3H)-one